[Ni].[Ru]=O ruthenium oxide nickel